3,5-difluoroisonicotinamide FC1=C(C(=O)N)C(=CN=C1)F